(S)-6-(2-fluoro-4-(1-phenylethoxy)phenyl)-4-(1,2,3,6-tetrahydropyridin-4-yl)-7H-pyrrolo[2,3-d]pyrimidine FC1=C(C=CC(=C1)O[C@@H](C)C1=CC=CC=C1)C1=CC2=C(N=CN=C2C=2CCNCC2)N1